methyl 3-(difluoro(3-(4,4,5,5-tetramethyl-1,3,2-dioxaborolan-2-yl)-5-(trifluoromethyl)phenyl)methyl)-5-(4,4,5,5-tetramethyl-1,3,2-dioxaborolan-2-yl)benzoate FC(C=1C=C(C(=O)OC)C=C(C1)B1OC(C(O1)(C)C)(C)C)(C1=CC(=CC(=C1)C(F)(F)F)B1OC(C(O1)(C)C)(C)C)F